3-((4-((2-(6-methyl-7-oxo-6,7-dihydro-1H-pyrrolo[2,3-c]pyridin-4-yl)-4-(methylsulfonyl)phenoxy)methyl)phenyl)amino)piperidine-2,6-dione CN1C(C2=C(C(=C1)C1=C(OCC3=CC=C(C=C3)NC3C(NC(CC3)=O)=O)C=CC(=C1)S(=O)(=O)C)C=CN2)=O